C(C1=CC=CC=C1)(C1=CC=CC=C1)(C1=CC=CC=C1)NC1=NC2=CC(=CC=C2C=C1)O (tritylamino)quinolin-7-ol